(2S)-2-Methoxy-2-[3-(3-methoxyazetidin-1-yl)phenyl]-N-[5-[[(3R)-1-(1,2,4-triazin-3-yl)pyrrolidin-3-yl]amino]-1,3,4-thiadiazol-2-yl]acetamid CO[C@H](C(=O)NC=1SC(=NN1)N[C@H]1CN(CC1)C=1N=NC=CN1)C1=CC(=CC=C1)N1CC(C1)OC